OCCC1=C(C=C(C(=N1)OC)C1CCN(CC1)C(=O)OC(C)(C)C)CO tert-butyl 4-(6-(2-hydroxyethyl)-5-(hydroxymethyl)-2-methoxypyridin-3-yl)piperidine-1-carboxylate